FC(C(=O)[O-])C fluoro-propionate